FC(C1=NC=C(C=N1)Br)F 2-(difluoromethyl)-5-bromopyrimidine